O(C1=CC=CC=C1)C1=CC=C(C=C1)C1=NN2C(NCC3C2CCN(C3)C(=O)N3N=CN=C3)=C1C(=O)N 2-(4-phenoxyphenyl)-7-(1H-1,2,4-triazole-1-carbonyl)-4,5,5a,6,7,8,9,9a-octahydropyrazolo[1,5-a]pyrido[3,4-e]pyrimidine-3-carboxamide